7-amino-2,3-dihydro-1H-inden-4-ol NC1=CC=C(C=2CCCC12)O